7-(2-(5-fluoro-1H-indol-3-yl)ethoxy)thiazolo[5,4-d]pyrimidine FC=1C=C2C(=CNC2=CC1)CCOC=1C2=C(N=CN1)SC=N2